3-((4-(6-chloro-1-(pyrrolidin-3-yl)-1,2,3,4-tetrahydroquinolin-8-yl)pyrrolo[2,1-f][1,2,4]triazin-6-yl)methyl)-1-(2,2,2-trifluoroethyl)pyrimidine-2,4(1H,3H)-dione ClC=1C=C2CCCN(C2=C(C1)C1=NC=NN2C1=CC(=C2)CN2C(N(C=CC2=O)CC(F)(F)F)=O)C2CNCC2